CC1(C=C(CCC1)O[Si](C)(C)C)C ((3,3-dimethylcyclohex-1-en-1-yl)oxy)trimethylsilane